C1(=CC=CC2=CC=CC=C12)CN1CCO[C@H]2[C@H](C1)O[C@@H](OC2)C2=CC=CC=C2 (2R,4aR,9aS)-8-(naphthalen-1-ylmethyl)-2-phenylhexahydro-4H-[1,3]dioxino[4,5-f][1,4]oxazepine